(thioxanthenium) tetrakis(pentafluorobenzyl)borate FC1=C(C(=C(C(=C1C[B-](CC1=C(C(=C(C(=C1F)F)F)F)F)(CC1=C(C(=C(C(=C1F)F)F)F)F)CC1=C(C(=C(C(=C1F)F)F)F)F)F)F)F)F.C1=CC=CC2=[S+]C3=CC=CC=C3C=C12